ClC=1C=C(C=C(C1)Cl)N1N=C(C2=C1C=1C=C(C(=CC1OC2)OC)C=2C=C(C=CC2)NC(CONC(OC(C)(C)C)=O)=O)C(=O)N2C(COCC2)(C)C tert-butyl (2-((3-(1-(3,5-dichlorophenyl)-3-(3,3-dimethylmorpholine-4-carbonyl)-7-methoxy-1,4-dihydrochromeno[4,3-c]pyrazol-8-yl)phenyl)amino)-2-oxoethoxy)carbamate